1-ethyl-3-methylimidazolium (trifluoromethanesulfonyl)trifluoroacetamide salt FC(S(=O)(=O)NC(C(F)(F)F)=O)(F)F.C(C)N1C=[N+](C=C1)C